1-(2-chloro-4-((6-methoxy-7-(3-(pyrrolidin-1-yl)propoxy)quinazolin-4-yl)oxy)phenyl)-3-(4-(trifluoromethoxy)phenyl)urea ClC1=C(C=CC(=C1)OC1=NC=NC2=CC(=C(C=C12)OC)OCCCN1CCCC1)NC(=O)NC1=CC=C(C=C1)OC(F)(F)F